ClC=1C(=CC=C2C=CC=C(C12)C1=NC=C2C(=C(C=NC2=C1F)OC)N1CCN(CC1)C(=O)OC(C)(C)C)F tert-butyl 4-(7-(8-chloro-7-fluoronaphthalen-1-yl)-8-fluoro-3-methoxy-1,6-naphthyridin-4-yl)piperazine-1-carboxylate